tert-butyl ((3-methylpiperidin-4-yl)methyl)carbamate CC1CNCCC1CNC(OC(C)(C)C)=O